F[C@H](CNC=1C=2N(N=C(C1)C=1C(NC(NC1)=O)=O)C=CN2)C2=CC=CC=C2 (S)-5-(8-((2-fluoro-2-phenylethyl)amino)imidazo[1,2-b]pyridazin-6-yl)pyrimidine-2,4(1H,3H)-dione